ClC=1C(=CC(=NC1)NC(=O)[C@H]1C[C@@H](CCC1)C1=CC=NC=C1)C1=C2N(N=C1)CC(C2)(C)C (1R,3R)-N-(5-chloro-4-(5,5-dimethyl-5,6-dihydro-4H-pyrrolo[1,2-b]pyrazol-3-yl)pyridin-2-yl)-3-(pyridin-4-yl)cyclohexane-1-carboxamide